3-(2-{[(3S)-6,6-dimethylpiperidin-3-yl]amino}-5-(trifluoromethyl)pyrimidin-4-yl)-7-(oxan-4-yl)-1H,4H,5H,6H,7H,8H-pyrrolo[2,3-c]azepin-8-one CC1(CC[C@@H](CN1)NC1=NC=C(C(=N1)C1=CNC=2C(N(CCCC21)C2CCOCC2)=O)C(F)(F)F)C